5-(2-hydroxyethoxy)-1,3,3-trimethyl-2,3-dihydro-1H-indol-2-one OCCOC=1C=C2C(C(N(C2=CC1)C)=O)(C)C